Tetrabutyl 3-hexene-1,6-diyl bisphosphate P(=O)(OCCCC)(OCCCC)OC=CCCCCOP(=O)(OCCCC)OCCCC